4,7-dimethyl-5-decyne-4,7-diol CC(CCC)(C#CC(CCC)(O)C)O